ClC1=C2C=C(NC2=C(C=C1)F)C(=O)N[C@H](C(=O)N[C@H](C(=O)OC)C[C@H]1C(NCCC1)=O)CC1CC1 methyl (2S)-2-[[(2S)-2-[(4-chloro-7-fluoro-1H-indole-2-carbonyl)amino]-3-cyclopropyl-propanoyl]amino]-3-[(3S)-2-oxo-3-piperidyl]propanoate